(hydroxymethyl)oxazole-4-carboxylic acid methyl ester COC(=O)C=1N=C(OC1)CO